ClC=1C=CC(=C(CO[C@@H]2C[C@H](C2)C(=O)NCC2=C(C(=C(C=C2)C(F)(F)F)C=2NC(C(=C(N2)CC)F)=O)F)C1)F trans-3-[(5-chloro-2-fluorobenzyl)oxy]-N-[3-(4-ethyl-5-fluoro-6-oxo-1,6-dihydropyrimidin-2-yl)-2-fluoro-4-(trifluoromethyl)benzyl]cyclobutane-1-carboxamide